methoxyl-9H-carbazole O(C)C1=CC=CC=2C3=CC=CC=C3NC12